C(C)(C)(C)OC(N(C)[C@H](C(=O)N[C@H](C(=O)N1CCN(CC1)C(=O)C=1C=C2C=C(NC2=CC1)C)C1CCCCC1)C)=O ((S)-1-(((S)-1-cyclohexyl-2-(4-(2-methyl-1H-indole-5-carbonyl)piperazin-1-yl)-2-oxoethyl)amino)-1-oxopropan-2-yl)(methyl)carbamic acid tert-butyl ester